tert-Butyl 4-(5-bromo-6-methoxy-2H-indazol-2-yl)-3-fluoropiperidine-1-carboxylate BrC1=CC2=CN(N=C2C=C1OC)C1C(CN(CC1)C(=O)OC(C)(C)C)F